(S)-3-(((1-(4-fluoro-3-(trifluoromethyl)phenyl)cyclopropyl)amino)methyl)morpholine-4-carboxylic acid tert-butyl ester C(C)(C)(C)OC(=O)N1[C@H](COCC1)CNC1(CC1)C1=CC(=C(C=C1)F)C(F)(F)F